C1(=CC=CC=C1)C(=O)C1=CC=CC=C1.[F] fluorine diphenyl ketone